C(C)(C)(C)OC(NC(COC1=CC(=C(C=C1)C)C(NC1(CC1)C1=C2C=CC=NC2=CC(=C1)OC)=O)C)=O tert-Butyl(1-(3-((1-(7-methoxyquinolin-5-yl)cyclopropyl)carbamoyl)-4-methylphenoxy)propan-2-yl)carbamate